F[C@H]1CN(CC[C@H]1NC1=CC=CC2=C(N(N=C12)C#CCNC1=C(C=C(C(=O)N(C)CCOC)C=C1)OC)C=C)C 4-((3-(7-(((3S,4R)-3-fluoro-1-methylpiperidin-4-yl)amino)-3-vinyl-2H-indazol-2-yl)prop-2-yn-1-yl)amino)-3-methoxy-N-(2-methoxyethyl)-N-methylbenzamide